COC=1C(=NC(=NC1C(F)(F)F)SC)O 5-methoxy-2-methylsulfanyl-6-(trifluoromethyl)pyrimidin-4-ol